6'-fluoro-N-(4-fluorobenzyl)-1'-(2-methoxyethyl)-4'-oxo-3',4'-dihydro-1'H-spiro[piperidine-4,2'-quinoline]-1-carboxamide FC=1C=C2C(CC3(N(C2=CC1)CCOC)CCN(CC3)C(=O)NCC3=CC=C(C=C3)F)=O